O1CSC=CC=C1 [1,3]Oxathiepine